C(C=C)ONC1=CC=CC=C1 (allyloxy)aniline